2-chloro-3-fluoro-4-[[7-fluoro-6-[(3S)-1-prop-2-enoylpyrrolidin-3-yl]oxy-pyrido[3,2-d]pyrimidin-4-yl]amino]benzonitrile ClC1=C(C#N)C=CC(=C1F)NC=1C2=C(N=CN1)C=C(C(=N2)O[C@@H]2CN(CC2)C(C=C)=O)F